OC=1C(=C(C(=O)O)C(=CC1I)I)I hydroxyl-2,4,6-triiodobenzoic acid